[Br-].C(CCCCCC)[N+](CCCCCCC)(CCCCCCC)CCCCCCC tetraheptylammonium bromide salt